Phosphoric acid, tris(2-ethylhexyl) ester P(OCC(CCCC)CC)(OCC(CCCC)CC)(OCC(CCCC)CC)=O